FC=1C=CC2=C(C3C(O2)C3C(=O)NCC=3OC(=NN3)C3=CC=CC=C3)C1 exo-5-fluoro-N-[(5-phenyl-1,3,4-oxadiazol-2-yl)methyl]-1a,6b-dihydro-1H-cyclopropa[b][1]benzofuran-1-carboxamide